C(C)C1=CC=2NC3=CC=CC=C3OC2C=C1 2-ethyl-phenoxazine